4-(3-((4-((4-(1-(2-Hydroxy-2-methylpropyl)-1H-pyrazol-4-yl)-5-(trifluoromethyl)pyrimidin-2-yl)amino)piperidin-1-yl)sulfonyl)propyl)piperazin-2-one OC(CN1N=CC(=C1)C1=NC(=NC=C1C(F)(F)F)NC1CCN(CC1)S(=O)(=O)CCCN1CC(NCC1)=O)(C)C